C(#N)[C@H](CC)NC(C1=CC=C(C=C1)C1=NC(=NC=C1C)NC=1C=NN(C1)C1CC1)=O (S)-N-(1-cyanopropyl)-4-(2-((1-cyclopropyl-1H-pyrazol-4-yl)amino)-5-methylpyrimidin-4-yl)benzamide